[Tc](=O)(=O)(=O)[O-].[Tc+4].[Tc](=O)(=O)(=O)[O-].[Tc](=O)(=O)(=O)[O-].[Tc](=O)(=O)(=O)[O-] Technetium Pertechnetate